CCCCCCC(C(CCCCCCCCC)O)O heptadecane-7,8-diol